C(C)(C)(C)OC(=O)N[C@H](C(=O)N[C@H](C(=O)OCC)CCC(=O)OCC)CCC(=O)N[C@H](C(=O)OCC)CCC(=O)OCC (2S,2'S)-tetraethyl 2,2'-(((S)-2-((tert-butoxycarbonyl)amino)pentanedioyl)bis(azanediyl))dipentanedioate